(cis)-benzyl 3-hydroxycyclobutanecarboxylate O[C@H]1C[C@H](C1)C(=O)OCC1=CC=CC=C1